IC(C(C(C(C(C(I)(F)F)(F)F)(F)F)(F)F)(F)F)(F)F 1,6-diiodoperfluorohexane